C1(CC1)C1=NC=NC(=C1C=1N=C(C=2C(N1)=CN(N2)C)NCC2CCN(CC2)C2=NC=CC=C2)OC 5-(4-cyclopropyl-6-methoxypyrimidin-5-yl)-2-methyl-N-((1-(pyridin-2-yl)piperidin-4-yl)methyl)-2H-pyrazolo[4,3-d]pyrimidin-7-amine